N,N-dimethyl-3-(pentyloxy)propan-2-amine CN(C(C)COCCCCC)C